Anti-Creatine O=C(O)CN(C)C(N)=N